2-phenyl-N-(3-{[4-(7H-pyrrolo[2,3-d]pyrimidin-4-yl)-1H-pyrazol-1-yl]methyl}-phenyl)acetamide trifluoroacetate FC(C(=O)O)(F)F.C1(=CC=CC=C1)CC(=O)NC1=CC(=CC=C1)CN1N=CC(=C1)C=1C2=C(N=CN1)NC=C2